C(C)(C)(C)C1=CC=C(COC=2NC=3N(C(C2)=O)N=C(C3C(=O)N3CC(C3)CF)C3=NC=CC=N3)C=C1 5-((4-(Tert-butyl)benzyl)oxy)-3-(3-(fluoromethyl)azetidine-1-carbonyl)-2-(pyrimidin-2-yl)pyrazolo[1,5-a]pyrimidin-7(4H)-one